(S)-3-((S)-2-((2,5-bis(trifluoromethyl)pyrazolo[1,5-a]pyrimidin-7-yl)amino)-1-(4-fluorophenyl)ethyl)pyrrolidine-1-carboxamide FC(C1=NN2C(N=C(C=C2NC[C@H](C2=CC=C(C=C2)F)[C@H]2CN(CC2)C(=O)N)C(F)(F)F)=C1)(F)F